5-(((3-ethyl-2-oxopyrrolidin-3-yl)methyl)amino)-3-methyl-8-(4-(trifluoromethyl)phenyl)pyrido[4,3-d]pyrimidin-4(3H)-one C(C)C1(C(NCC1)=O)CNC1=NC=C(C=2N=CN(C(C21)=O)C)C2=CC=C(C=C2)C(F)(F)F